C1(CC1)CNC1=C2C(=NC=3C=C(C(=CC13)OC)OCCCN1CC(CC1)C)CCC2 N-(cyclopropylmethyl)-7-methoxy-6-[3-(3-methylpyrrolidin-1-yl)propoxy]-1H,2H,3H-cyclopenta[b]quinolin-9-amine